FC1(CN(C1)C(=O)C1=CC=C(C=C1)C1=CC2=NC=CC(=C2O1)C1=CC(=NC=C1)C(C)(C)O)F (3,3-difluoroazetidin-1-yl)(4-(7-(2-(2-hydroxypropan-2-yl)pyridin-4-yl)furo[3,2-b]pyridin-2-yl)phenyl)methanone